FC1=C(C(=CC=C1)OC)C1=CC=2N(C=C1C(=O)NC=1SC(=NN1)OCC1CCC(CC1)O)C(=NC2)C 7-(2-fluoro-6-methoxyphenyl)-N-(5-(((1r,4r)-4-hydroxycyclohexyl)methoxy)-1,3,4-thiadiazol-2-yl)-3-methylimidazo(1,5-a)pyridine-6-carboxamide